C(CCCC)(=O)OC(CCCC)=O n-pentanoic anhydride